n-ethyl-1-(2-(trifluoromethyl)-4-(1-((2S,6R)-2,6-dimethylmorpholinyl)-[1,2,4]triazolo[4,3-a]quinoxalin-8-yl)phenyl)piperidin-4-amine C(C)NC1CCN(CC1)C1=C(C=C(C=C1)C1=CC=C2N=CC=3N(C2=C1)C(=NN3)N3C[C@@H](O[C@@H](C3)C)C)C(F)(F)F